5-(benzyloxy)-7-chloro-2,2-dimethyl-4H-benzo[d][1,3]dioxin-4-one C(C1=CC=CC=C1)OC1=CC(=CC=2OC(OC(C21)=O)(C)C)Cl